(1-methyl-1H-pyrazol-5-yl)piperidin CN1N=CC=C1N1CCCCC1